(E)-N-(benzo[d][1,3]dioxol-5-yl)-N'-hydroxybenzimidamide O1COC2=C1C=CC(=C2)N\C(\C2=CC=CC=C2)=N\O